1-[4-[6-[5-[(6-isopropoxypyrazin-2-yl)amino]-1-methyl-pyrazol-4-yl]-3-pyridinyl]-2-methyl-phenyl]cyclopropanecarboxylic acid C(C)(C)OC1=CN=CC(=N1)NC1=C(C=NN1C)C1=CC=C(C=N1)C1=CC(=C(C=C1)C1(CC1)C(=O)O)C